SCC(CSCCSCCSCCS)(S)CS bis(mercapto-methyl)-3,6,9-trithiaundecane-1,11-dithiol